IC=1C=C(C(=NC1)N[C@@H]1C[C@@H](CC1)CNC(=O)C1=CC(=NO1)C)C N-[[(1R,3S)-3-[(5-iodo-3-methyl-2-pyridyl)amino]cyclopentyl]methyl]-3-methyl-isoxazole-5-carboxamide